C(C)C1(NC(N(C(C1)=O)C1C(OC2=C1C=C(C=C2)C(=O)N[C@H]2[C@@H](CC1=CC=CC=C21)O)(C)CO)=N)CC 3-(4,4-diethyl-2-imino-6-oxo-hexahydropyrimidin-1-yl)-N-[(1R,2R)-2-hydroxyindan-1-yl]-2-(hydroxymethyl)-2-methyl-3H-benzofuran-5-carboxamide